N-(cyclopropylsulfonyl)-2-(4-(2-(trifluoromethyl)phenyl)piperidine-1-carbonyl)benzamide C1(CC1)S(=O)(=O)NC(C1=C(C=CC=C1)C(=O)N1CCC(CC1)C1=C(C=CC=C1)C(F)(F)F)=O